N[C@@H]1C[C@H](N(C1)C(=O)C=1C=NC2=CC=C(C=C2C1)Cl)C=1SC=C(N1)C(=O)N[C@H](C(=O)NC)CCCCNC(=N)N 2-((2S,4R)-4-amino-1-(6-chloroquinoline-3-carbonyl)pyrrolidin-2-yl)-N-((S)-6-guanidino-1-(methylamino)-1-oxohexan-2-yl)thiazole-4-carboxamide